OC1=C(C(=NN1C1=NC=C(C=C1)S(=O)(=NC)C1CC1)C)C1=CC=C(C#N)C=C1 4-(5-hydroxy-3-methyl-1-(5-(N-methylcyclopropanesulfonimidoyl)pyridin-2-yl)-1H-pyrazol-4-yl)benzonitrile